ClC=1C=C(C=NC1OC)C(=O)N1C[C@]2(CC1)C=C(C(C(C2)(C)C)=O)C#N (5R)-2-(5-chloro-6-methoxypyridine-3-carbonyl)-9,9-dimethyl-8-oxo-2-azaspiro[4.5]dec-6-ene-7-carbonitrile